N-(3-aminopropyl)cyclobutanecarboxamide HCl salt Cl.NCCCNC(=O)C1CCC1